NCCC=1OC(=CN1)C(=O)NCC1=NC=CC=C1F 2-(2-aminoethyl)-N-[(3-fluoropyridin-2-yl)methyl]-1,3-oxazole-5-carboxamide